Methyl (S)-3-amino-3-(2,5-difluorophenyl)propanoate hydrochloride Cl.N[C@@H](CC(=O)OC)C1=C(C=CC(=C1)F)F